methyl 5-(7,8-dimethyl-[1,2,4]triazolo[1,5-a]pyridin-6-yl)-4-isopropyl-6H-thieno[2,3-b]pyrrole-2-carboxylate CC1=C(C=2N(C=C1C1=C(C3=C(N1)SC(=C3)C(=O)OC)C(C)C)N=CN2)C